CN(C)CC1=C(C=CC=C1)C1=CC=C(S1)C(C)NC1=NC(=NC2=CC=C(C=C12)NC(C)=O)C N-(4-{[1-(5-{2-[(dimethylamino)methyl]phenyl}thiophen-2-yl)ethyl]amino}-2-methylquinazolin-6-yl)acetamide